NC1=C(C(=NN1C1CCCC1)C=1C=NC(=CC1)CNC(C1=C(C=CC=C1)OC)=O)C(=O)N 5-Amino-1-cyclopentyl-3-[6-[[(2-methoxybenzoyl)amino]methyl]-3-pyridinyl]pyrazole-4-carboxamide